3-((2-((1R,4R)-2-oxa-5-azabicyclo[2.2.1]hept-5-yl)-8-azaspiro[4.5]dec-8-yl)sulfonyl)-5-fluorobenzonitrile [C@H]12OC[C@H](N(C1)C1CC3(CC1)CCN(CC3)S(=O)(=O)C=3C=C(C#N)C=C(C3)F)C2